C(C)(C)(C)N1[C@H](CCC1)CN1C(C=2NC=3N(C(C2C1)=O)N=C(C3)CC)=O tert-butyl-(2R)-2-[(2-ethyl-5,8-dioxo-5,8-dihydro-4H-pyrazolo[1,5-a]pyrrolo[3,4-d]pyrimidin-6(7H)-yl)methyl]pyrrolidine